CS(=O)(=NC1=NC(=NC(=C1)N1[C@@H](COCC1)C)C1=C2C(=CN=C1)NC=C2)C (R)-dimethyl((6-(3-methylmorpholino)-2-(1H-pyrrolo[2,3-c]-pyridin-4-yl)pyrimidin-4-yl)imino)-λ6-sulfanone